C1(=CC=CC=C1)C1=NC2=CC=C(C=C2C=C1C1=CC=CC=C1)NC(=O)NCC#C 1-(2,3-diphenylquinolin-6-yl)-3-(prop-2-yn-1-yl)urea